4-(6-Chloroquinolin-2-yl)benzenesulfonamide ClC=1C=C2C=CC(=NC2=CC1)C1=CC=C(C=C1)S(=O)(=O)N